ClC1=CC=C(C=C1)C=1C(=NC(=NC1)C=1C=NC=CC1)NCCN1CCCCC1 (4-chlorophenyl)-N-(2-(piperidin-1-yl)ethyl)-2-(pyridin-3-yl)pyrimidin-4-amine